(S)-3-(1-(3-((dimethylamino)methyl)-1H-pyrazolo[3,4-b]pyridin-5-yl)pyrrolidin-3-yl)-4-methyl-N-(5-(trifluoromethyl)pyridin-3-yl)benzamide CN(C)CC1=NNC2=NC=C(C=C21)N2C[C@@H](CC2)C=2C=C(C(=O)NC=1C=NC=C(C1)C(F)(F)F)C=CC2C